(R)-1-((2-(dimethoxymethyl)-5,6,7,8-tetrahydro-1,8-naphthyridin-3-yl)methyl)-3-methoxypyrrolidin-2-one COC(C1=NC=2NCCCC2C=C1CN1C([C@@H](CC1)OC)=O)OC